FC(COC=1N=CC(=NC1)C(=O)OC)(F)F methyl 5-(2,2,2-trifluoroethoxy)pyrazine-2-carboxylate